1-(4-((4-((2-fluoro-4-((2-(isoindolin-2-yl)pyridin-4-yl)oxy)phenyl)amino)-7-methoxyquinazolin-6-yl)amino)piperidin-1-yl)prop-2-en-1-one FC1=C(C=CC(=C1)OC1=CC(=NC=C1)N1CC2=CC=CC=C2C1)NC1=NC=NC2=CC(=C(C=C12)NC1CCN(CC1)C(C=C)=O)OC